C1(CCC1)N1C(=NC2=NC(=NC(=C12)N1C[C@@](CCC1)(O)C)OC[C@]12CCCN2C[C@@H](C1)F)OC1=CC(=CC2=CC=C(C(=C12)C#C)F)O (3R)-1-(7-cyclobutyl-8-[(8-ethynyl-7-fluoro-3-hydroxynaphthalen-1-yl)oxy]-2-{[(2R,7aS)-2-fluorotetrahydro-1H-pyrrolizin-7a(5H)-yl]methoxy}-7H-purin-6-yl)-3-methylpiperidin-3-ol